(R)-1-(1-(4-(2-(3,3-Difluoroazetidin-1-yl)pyridin-3-yl)phenyl)-2-hydroxyethyl)-3-(2-ethynylthiazol-4-yl)urea FC1(CN(C1)C1=NC=CC=C1C1=CC=C(C=C1)[C@H](CO)NC(=O)NC=1N=C(SC1)C#C)F